(R)-3-(1-(2-(2-(2-(2-azidoethoxy)ethoxy)ethoxy)ethyl)-6-oxo-1,6-dihydropyridin-3-yl)-9-(5,6,7,8-tetrahydro-1,8-naphthyridin-2-yl)nonanoic acid N(=[N+]=[N-])CCOCCOCCOCCN1C=C(C=CC1=O)[C@@H](CC(=O)O)CCCCCCC1=NC=2NCCCC2C=C1